C(C(C)=C)OCC(C(=O)OCC1CCCC1)=C cyclopentylmethyl α-methallyloxymethylacrylate